C(#N)C1=CC=C(C=C1)CC(=O)N1CC2(CN(C2)C2=NC=NC=C2OC2=C(C(=O)N(C(C)C)C(C)C)C=C(C=C2)F)C1 2-((4-(6-(2-(4-cyanophenyl)acetyl)-2,6-diazaspiro[3.3]heptan-2-yl)pyrimidin-5-yl)oxy)-5-fluoro-N,N-diisopropylbenzamide